(S)-3-(benzo[d]thiazol-7-ylsulfonyl)-1-(2-methyl-4-(2-(trifluoromethyl)pyrimidin-5-yl)piperazin-1-yl)propan-1-one S1C=NC2=C1C(=CC=C2)S(=O)(=O)CCC(=O)N2[C@H](CN(CC2)C=2C=NC(=NC2)C(F)(F)F)C